(S)-4-(5-(2,4-difluorophenyl)-2-methylpyrido[3,4-b]pyrazin-7-yl)-2-(2-methylpyridin-4-yl)morpholine FC1=C(C=CC(=C1)F)C1=NC(=CC=2C1=NC=C(N2)C)N2C[C@@H](OCC2)C2=CC(=NC=C2)C